C(C)(C)(C)C=1C=C(C2(C(O)(C1)C1=CC=CC=C1COCC1=CC=CC=C12)O)C 5-tert-butyl-3-methyl-1,2-catecholdibenzyl ether